4-(1,4-oxazepan-4-yl)quinazoline-6-carbonitrile O1CCN(CCC1)C1=NC=NC2=CC=C(C=C12)C#N